tert-butyl 3-[1-[3-(trifluoromethyl)oxetan-3-yl]triazol-4-yl]azetidine-1-carboxylate FC(C1(COC1)N1N=NC(=C1)C1CN(C1)C(=O)OC(C)(C)C)(F)F